ClC1=NC=C(C(=C1)C1=C(C=NC(=C1)C)C(=O)NC=1SC2=C(N1)CN(C2)C(=O)[C@H]2[C@H](C2)CO)OC 2'-chloro-N-(5-((1R,2S)-2-(hydroxymethyl)cyclopropane-1-carbonyl)-5,6-dihydro-4H-pyrrolo[3,4-d]thiazol-2-yl)-5'-methoxy-6-methyl-[4,4'-bipyridine]-3-carboxamide